C(C)(C)(C)OC(=O)N1C(CCC1)CC(=O)OC (2-methoxy-2-oxoethyl)pyrrolidine-1-carboxylic acid tert-butyl ester